tert-Butyl 4-((5-carbamoyl-2-oxo-4-phenylpyridin-1(2H)-yl)methyl)-4-hydroxy-3,3-dimethylpiperidine-1-carboxylate C(N)(=O)C=1C(=CC(N(C1)CC1(C(CN(CC1)C(=O)OC(C)(C)C)(C)C)O)=O)C1=CC=CC=C1